Br[P](N1CCCC1)(N1CCCC1)N1CCCC1 bromo-tris-(pyrrolidin-1-yl)phosphorus